COC1=C(CNC(OC(C)(C)C)=O)C=CC(=C1)C#C[Si](C)(C)C Tert-butyl 2-methoxy-4-((trimethylsilyl)ethynyl)benzylcarbamate